C(CCCCCCCCCCCCC(C)C)(=O)O ISO-HEXADECANOIC ACID